N=1C=CN2C1C=C(C=C2)C(CN2C=NC=C2)(C)O 2-imidazo[1,2-a]pyridin-7-yl-1-imidazol-1-yl-propan-2-ol